C(C(CC(C)O)O)O pentane-1,2,4-triol